N=1NC(NC=2C1C1CCC(C2)N1)=O (±)-2,4,6,7,8,9-hexahydro-3H-6,9-epiminocyclohepta[e][1,2,4]triazin-3-one